COC([C@@H](NC(=O)N1C[C@@H](NCC1)C)C(C)C)=O.ONC(CCNC1=C(C=C(C=C1)S(=O)(=O)NC(C1=C(C=C(C=C1)NC(C=CC1=C(C=CC=C1)C)=O)OC1=CC=CC=C1)=O)[N+](=O)[O-])=O N-(4-(3-(hydroxyamino)-3-oxopropanylamino)-3-nitrobenzenesulfonyl)-2-phenoxy-4-(3-(2-methylphenyl)acryloylamino)benzamide methyl-N-((S)-3-methylpiperazine-1-carbonyl)-L-valinate